N-(3-bromo-4-fluorophenyl)-N-hydroxy-4-((2-(2-sulfamoylguanidino)ethyl)amino)-1,2,5-oxadiazole-3-carboxamidine BrC=1C=C(C=CC1F)N(C(=N)C1=NON=C1NCCNC(=NS(N)(=O)=O)N)O